BrC1=CC=C(C=C1)C#CC1=CC(=C(N)C(=C1)F)F 4-((4-bromophenyl)ethynyl)-2,6-difluoroaniline